INDIUM-BISMUTH [Bi].[In]